5-(2-(4-(5-(difluoromethyl)-1,3,4-oxadiazol-2-yl)benzyl)-2H-tetrazol-5-yl)benzo[d]oxazol-2(3H)-one FC(C1=NN=C(O1)C1=CC=C(CN2N=C(N=N2)C=2C=CC3=C(NC(O3)=O)C2)C=C1)F